BrC=1C=C(C(=NC1)OC)OC 5-bromo-2,3-dimethoxy-pyridine